tert-butyl (1-(5-(2-chloro-3-fluoropyridin-4-yl)-2-methyl-2H-1,2,3-triazol-4-yl)ethyl)(methyl)carbamate ClC1=NC=CC(=C1F)C=1C(=NN(N1)C)C(C)N(C(OC(C)(C)C)=O)C